COC(C(=CC1=C(C=NC=C1Br)Br)NC(=O)OCC1=CC=CC=C1)=O 2-((benzyloxycarbonyl)amino)-3-(3,5-dibromopyridin-4-yl)acrylic acid methyl ester